C1(CCCCC1)NC=1C2=C(N=C(N1)NC1=C(C=C(C=C1)N1C(OCC1)=O)OC)NC=C2C#N 4-(cyclohexylamino)-2-((2-methoxy-4-(2-oxooxazolidin-3-yl)phenyl)amino)-7H-pyrrolo[2,3-d]pyrimidine-5-carbonitrile